N-acetoxy-1-[9-ethyl-6-(2-methylbenzoyl)-9H-carbazolyl]ethane-1-imine C(C)(=O)ON=C(C)C1=CC=CC=2C3=CC(=CC=C3N(C12)CC)C(C1=C(C=CC=C1)C)=O